C(C)(C)(C)OC(=O)N[C@H]1CSC2=C(N(C1=O)CC1=CC=C(C=C1)OC1=CC=CC=C1)C=C(C=C2)C(=O)O (3R)-3-(tert-butoxycarbonylamino)-4-keto-5-(4-phenoxybenzyl)-2,3-dihydro-1,5-benzothiazepine-7-carboxylic acid